hydroxycyclobutane-1-carbonitrile OC1(CCC1)C#N